COC(=O)C=1C=CC2=C(N=CS2)C1 methyl-1,3-benzothiazole-5-carboxylate